(R)-6-chloro-3-((1-(2-(1-(difluoromethyl)-4,6-dihydropyrrolo[3,4-c]pyrazol-5(1H)-yl)-3,6-dimethyl-4-oxo-3,4-dihydroquinazolin-8-yl)ethyl)amino)-N-(methylsulfonyl)picolinamide ClC1=CC=C(C(=N1)C(=O)NS(=O)(=O)C)N[C@H](C)C=1C=C(C=C2C(N(C(=NC12)N1CC=2N(N=CC2C1)C(F)F)C)=O)C